C1(CCCCC1)NC(COC1=CC=C2C=CC(=CC2=C1)C(CC(=O)O)C1=C(C=C(C=C1)OC)C)=O 3-(7-(2-(cyclohexylamino)-2-oxoethoxy)naphthalen-2-yl)-3-(4-methoxy-2-methylphenyl)propanoic acid